5-amino-N-((1s,3s)-3-methoxycyclobutyl)-6-methyl-N-((5-phenylpyridin-2-yl)methyl)-1H-pyrrolo[3,2-b]pyridine-2-carboxamide NC1=C(C=C2C(=N1)C=C(N2)C(=O)N(CC2=NC=C(C=C2)C2=CC=CC=C2)C2CC(C2)OC)C